C1(CC1)[C@@H]1C2=C(N(C([C@@H]1NC(C1=CC(=CC=C1)C(F)(F)F)=O)=O)CC)N(N=C2)C2CCOCC2 (4R,5R)-4-cyclopropyl-7-ethyl-6-oxo-1-(tetrahydro-2H-pyran-4-yl)-5-(3-(trifluoromethyl)benzamido)-4,5,6,7-tetrahydro-1H-pyrazolo[3,4-b]pyridine